tert-butyl 2-methyl-2-(5-methyl-2,4-dioxo-1,4-dihydrothieno[2,3-d]pyrimidin-3(2H)-yl)propionate CC(C(=O)OC(C)(C)C)(C)N1C(NC2=C(C1=O)C(=CS2)C)=O